ClC=1C=C2CCC[C@]3(COC4=CC=C5[C@@H](CC(N(CCCCCCCN(C3)C4=C5)C)=O)C(=O)O)C2=CC1 (1S,12'R)-6-chloro-9'-methyl-10'-oxo-3,4-dihydro-2H-spiro[naphthalene-1,19'-[17]oxa[1,9]diazatricyclo[11.7.2.0~16,21~]docosa[13,15,21]triene]-12'-carboxylic Acid